5-[16-(4-tert-butylphenyl)-8,11,13,14,16-pentaazatetracyclo[8.6.0.02,7.011,15]Hexadec-1(10),2,4,6,8,12,14-heptaen-4-yl]-4-(trifluoromethyl)pyridin-2-amine C(C)(C)(C)C1=CC=C(C=C1)N1C2=NN=CN2C=2C=NC3=CC=C(C=C3C12)C=1C(=CC(=NC1)N)C(F)(F)F